2-(azetidin-1-yl)-5-(3-{[(tert-butyldimethylsilyl)oxy]methyl}-2-fluorophenyl)-3-fluoropyridine N1(CCC1)C1=NC=C(C=C1F)C1=C(C(=CC=C1)CO[Si](C)(C)C(C)(C)C)F